(-)-phenylserine C1(=CC=CC=C1)N[C@@H](CO)C(=O)O